Cl.BrC1=NC(=C(C=2CCCCC12)Br)[C@H](CC1=CC(=CC(=C1)F)F)N (S)-1-(1,4-dibromo-5,6,7,8-tetrahydroisoquinolin-3-yl)-2-(3,5-difluorophenyl)ethylamine hydrochloride